ClC=1C=C(OC2=C3CC([C@H](C3=C(C=C2)SC(F)(F)F)O)(F)F)C=C(C1)F (1S)-4-(3-chloro-5-fluoro-phenoxy)-2,2-difluoro-7-(trifluoromethylsulfanyl)indan-1-ol